tert-butyl (1S,6S)-5-[4-(2-ethoxy-2-oxoethyl)-5-ethyl-2-(2-methoxypyridin-4-yl)-7-oxo-[1,2,3]triazolo[4,5-b]pyridin-6-yl]-2,5-diazabicyclo[4.2.0]octane-2-carboxylate C(C)OC(CN1C=2C(C(C(=C1CC)N1CCN([C@H]3CC[C@H]13)C(=O)OC(C)(C)C)=O)=NN(N2)C2=CC(=NC=C2)OC)=O